BrC1=CC=C(C=C1)C1=NN(C=C1CO)C1=CC=CC=C1 (3-(4-bromophenyl)-1-phenyl-1H-pyrazol-4-yl)methanol